CC=1SC=C(N1)C#C[SiH3] 2-(2-methylthiazol-4-yl)ethynylsilane